C(C1=CC=CC=C1)N1CC(N2C1=C(C(=C(C2=O)Cl)CN2C[C@H](CCC2)C2=CC=CC=C2)C2=CC(=CC=C2)C(F)(F)F)C(=O)O 1-benzyl-6-chloro-5-oxo-7-(((R)-3-phenylpiperidin-1-yl)methyl)-8-(3-(trifluoromethyl)phenyl)-1,2,3,5-tetrahydroimidazo[1,2-a]pyridine-3-carboxylic acid